C(C)OC(=O)C1=NN(C(=C1)C)C.C=CC.[Cu+] copper(I) propene ethyl-1,5-dimethyl-1H-pyrazole-3-carboxylate